ClC=1N=C2C(=NC1NS(=O)(=O)CC1=C(C=C(C=C1)C)F)N(C(=N2)C2=NC(=CC=C2)OCC)C2=C(C=CC=C2OC)OC N-(5-Chloro-1-(2,6-dimethoxyphenyl)-2-(6-ethoxypyridin-2-yl)-1H-imidazo[4,5-b]pyrazin-6-yl)-1-(2-fluoro-4-methylphenyl)methansulfonamid